2-(2'-hydroxy-3',5'-di(α,α-dimethylbenzyl)phenyl)benzotriazole tert-butyl-4-(6-(5-(tert-butoxy)-2-cyano-5-oxopentan-2-yl)pyridin-3-yl)hexahydropyrrolo[3,2-b]pyrrole-1(2H)-carboxylate C(C)(C)(C)OC(=O)N1C2C(CC1)N(CC2)C=2C=NC(=CC2)C(C)(CCC(=O)OC(C)(C)C)C#N.OC2=C(C(C)(C)C=1C=C(C=C(C1)N1N=C3C(=N1)C=CC=C3)C(C3=CC=CC=C3)(C)C)C=CC=C2